5-(2,5-dimethyl-1,2,3,4-tetrahydroisoquinolin-7-yl)-3-((3-methoxypyridin-4-yl)methoxy)pyrazin-2-amine CN1CC2=CC(=CC(=C2CC1)C)C=1N=C(C(=NC1)N)OCC1=C(C=NC=C1)OC